ClC1=C(OCC(=O)NC2=CC3=C(N(C=N3)C)C=C2)C=CC(=C1Cl)C(C(CC)=C)=O 2-(2,3-dichloro-4-(2-methylenebutyryl)phenoxy)-N-(1-methyl-1H-benzo[d]imidazol-5-yl)acetamide